OC(C)(C)C=1N=CC(=NC1)N1C(O[C@]2(C1)C[C@@]1(C[C@@H]1CC2)CN2C=NC1=C2C=C(C=C1)C#N)=O (((1R,3S,6S)-3'-(5-(2-hydroxypropan-2-yl)pyrazin-2-yl)-2'-oxospiro[bicyclo[4.1.0]heptane-3,5'-oxazolidine]-1-yl)methyl)-1H-benzo[d]imidazole-6-carbonitrile